C(C)C1=CC=C(C=C1)C1=NC(=NN1C1=CC=C(C=C1)F)CN1CCC(CC1)(C)C 1-((5-(4-ethylphenyl)-1-(4-fluorophenyl)-1H-1,2,4-triazol-3-yl)methyl)-4,4-dimethylpiperidine